2-(4-Cyano-phenoxy)-N-(1,3-dioxa-8-thia-6-aza-as-indacen-7-yl)-2-(4-ethanesulfonyl-phenyl)-acetamide C(#N)C1=CC=C(OC(C(=O)NC2=NC3=CC=C4OCOC4=C3S2)C2=CC=C(C=C2)S(=O)(=O)CC)C=C1